COC(CSC)OC 1,1-dimethoxy-2-(methylthio)ethane